C(#N)N1C[C@]2(CC2C1)NC(=O)C1=NNC(=C1)C1=C(C=NC=C1)SC1=CC=C(C=C1)F N-((1R)-3-Cyano-3-azabicyclo[3.1.0]hexan-1-yl)-5-(3-((4-fluorophenyl)thio)pyridin-4-yl)-1H-pyrazol-3-carboxamid